ethyl 4-hydroxy-2-oxo-6-(thiophen-3-ylmethyl)-1,2-dihydropyridine-3-carboxylate OC1=C(C(NC(=C1)CC1=CSC=C1)=O)C(=O)OCC